piperazin-1-ylacetic acid N1(CCNCC1)CC(=O)O